CN(C(CCCCCCCCC)CCCCCCCCCCCC=CCC=CCCCCC)C N,N-dimethylhentriaconta-22,25-dien-10-amine